methyl (3R,4S)-1-((4-amino-7-fluoro-1,3-dihydrofuro[3,4-c]quinolin-8-yl)carbonyl)-4-(4-(trifluoromethyl) phenyl)-3-pyrrolidine-carboxylate NC1=NC=2C=C(C(=CC2C2=C1COC2)C(=O)N2C[C@@H]([C@H](C2)C2=CC=C(C=C2)C(F)(F)F)C(=O)OC)F